FC=1C=C(C=C(C1)F)C(C)OC=1C=C2C(=NNC2=CC1)C1=NC2=C(N1)CN(C2)C(=O)N2CCN(CC2)C (2-(5-(1-(3,5-difluorophenyl)ethoxy)-1H-indazol-3-yl)-4,6-dihydropyrrolo[3,4-d]imidazole-5(1H)-yl)(4-methylpiperazin-1-yl)methanone